CC1=CC=C(C=C1)S(=O)(=O)OC1=CC(=C(C(=C1)OCC1=CC=CC=C1)C(=O)N1CC2=CC=CC(=C2C1)NC1COCC1)OS(=O)(=O)C1=CC=C(C=C1)C 5-(Benzyloxy)-4-(4-((tetrahydrofuran-3-yl)amino)isoindoline-2-carbonyl)-1,3-phenylene bis(4-methylbenzenesulfonate)